FC=1C=C2C=NN(C2=C(C1O)F)C1=CC=C(C=C1)C1CN(C1)S(=O)(=O)C 5,7-difluoro-1-(4-(1-(methylsulfonyl)azetidin-3-yl)phenyl)-1H-indazol-6-ol